(((1r,3r,6s)-6-(pyrimidin-2-yl)bicyclo[4.1.0]hept-3-yloxy)methyl)pyrrolidine-1-carboxylic acid isopropyl ester C(C)(C)OC(=O)N1C(CCC1)CO[C@H]1C[C@H]2C[C@]2(CC1)C1=NC=CC=N1